1-(2,6-Dimethyl-4-{5-[(7S)-7-(pyrrolidin-1-yl)-6,7,8,9-tetrahydro-5H-benzo[7]annulen-2-yl]-1H-pyrazolo[3,4-b]pyridin-3-yl}benzoyl)piperazine CC1=C(C(=O)N2CCNCC2)C(=CC(=C1)C1=NNC2=NC=C(C=C21)C=2C=CC1=C(CC[C@H](CC1)N1CCCC1)C2)C